4-(4,4,5,5-tetramethyl-1,3,2-dioxaborolan-2-yl)cyclohex-3-en-1-ol Cytidine-5'-monophosphate P(=O)(O)(O)OC[C@@H]1[C@H]([C@H]([C@@H](O1)N1C(=O)N=C(N)C=C1)O)O.CC1(OB(OC1(C)C)C1=CCC(CC1)O)C